ethyl 5-(2-oxo-1-oxa-3,8-diazaspiro[4.5]dec-8-yl)-2-azabicyclo[2.2.2]octane-2-carboxylate O=C1OC2(CN1)CCN(CC2)C2C1CN(C(C2)CC1)C(=O)OCC